CC1=NC=2N(C(=C1C(C)C)C1CN(CCC1)C(C)=O)N=C(C2)[C@@H]2CC[C@H](CC2)C(F)(F)F 1-{3-[5-methyl-6-(propan-2-yl)-2-[trans-4-(trifluoromethyl)cyclohexyl]pyrazolo[1,5-a]pyrimidin-7-yl]piperidin-1-yl}ethan-1-one